(Z,E)-3,7,11-Trimethyl-1,3,6,10-dodecatetraene C/C(/C=C)=C/C\C=C(\CCC=C(C)C)/C